COC(C(CCC)(N)S)=O 2-amino-4-methyl-sulfanyl-butyric acid methyl ester